4,5,6,7-tetrahydro-4,7-methanopyrazolo[1,5-a]Pyridine N1=CC=C2N1C1CCC2C1